NC[C@H]1C(=C(C(N1)=O)C(CC(C(=O)O)C(=O)O)=O)O {2-[(5S)-5-(aminomethyl)-4-hydroxy-2-oxo-2,5-dihydro-1H-pyrrol-3-yl]-2-oxoethyl}malonic acid